bis(trimethyl silyl) selenide C[Si](C)(C)[Se][Si](C)(C)C